4-((1-Methyl-6-trifluoromethyl-1H-pyrazolo[3,4-d]pyrimidin-4-yl)aminomethyl)-benzenesulfonamide CN1N=CC=2C1=NC(=NC2NCC2=CC=C(C=C2)S(=O)(=O)N)C(F)(F)F